5-[[2-(4,4-Dimethyl-1-piperidinyl)benzyl]sulfonyl]-N,N-dimethylthiophene-3-sulfonamide CC1(CCN(CC1)C1=C(CS(=O)(=O)C2=CC(=CS2)S(=O)(=O)N(C)C)C=CC=C1)C